4-phenyl-benzylamine C1(=CC=CC=C1)C1=CC=C(CN)C=C1